(S)-6-((4-((2-hydroxy-1-phenylethyl)amino)-5-(1,3,4-oxadiazol-2-yl)pyrimidin-2-yl)amino)-1,1-dimethyl-1,2-dihydro-3H-pyrrolo[3,4-c]pyridin-3-one OC[C@H](C1=CC=CC=C1)NC1=NC(=NC=C1C=1OC=NN1)NC1=CC2=C(C=N1)C(NC2(C)C)=O